C(C1=CC=CC=C1)OC1=C(C(=C(C(=O)O)C(=C1)C)C)C 4-(benzyloxy)-2,3,6-trimethylbenzoic acid